1,1-Dioxotetrahydro-2H-thiopyran-4-ylmethanesulfonate O=S1(CCC(CC1)CS(=O)(=O)[O-])=O